N-[3-[4-(6-fluoro-1,2-benzisoxazol-3-yl)piperidin-1-yl]propyl]oxetan-3-amine FC1=CC2=C(C(=NO2)C2CCN(CC2)CCCNC2COC2)C=C1